CN1N=CC(=C1)C=1C=C2CCCN(C2=CC1)C1=NC(=CC2=CC=CC=C12)C(=O)O 1-[6-(1-methyl-1H-pyrazol-4-yl)-3,4-dihydro-2H-quinolin-1-yl]-isoquinoline-3-carboxylic acid